C1(CC1)CC#CC=1C=C(C=CC1)SC1=C(N=NN1)C(=O)O 5-((3-(3-cyclopropylprop-1-ynyl)phenyl)thio)-1H-1,2,3-triazole-4-carboxylic acid